NCC1=NC2=C(N1)C=C(C(=C2)C)C(=O)N[C@H](C)C2=CC=CC1=CC=CC=C21 (R)-2-(Aminomethyl)-5-methyl-N-(1-(naphthalen-1-yl)ethyl)-1H-benzo[d]imidazole-6-carboxamide